ClC1=C(C=CC=C1C1=C(C(=NC=C1)C1=CC(=C(C=C1)CNCCOC)OC)Cl)C1=CC=C(C(=N1)OC)CNCCOC N-((6-(2-chloro-3-(3-chloro-2-(3-methoxy-4-(((2-methoxyethyl)amino)methyl)phenyl)pyridin-4-yl)phenyl)-2-methoxypyridin-3-yl)methyl)-2-methoxyethan-1-amine